C(#N)C=1C=C2C(C(=CN(C2=CC1F)C=1C=NC(=CC1)N1CC(C1)N(C)C)C(=O)OCC)=O ethyl 6-cyano-1-(6-(3-(dimethylamino)azetidin-1-yl)pyridin-3-yl)-7-fluoro-4-oxo-1,4-dihydroquinoline-3-carboxylate